3-((1-allyl-2,2-difluoro-1-hydroxy-7-iodo-2,3-dihydro-1H-inden-4-yl)oxy)-5-fluorobenzonitrile C(C=C)C1(C(CC2=C(C=CC(=C12)I)OC=1C=C(C#N)C=C(C1)F)(F)F)O